Ethyl (4-((4-(benzylthio)-2,6-difluorobenzyl)amino)-6-fluoro-7-methoxyquinolin-3-yl)glycinate C(C1=CC=CC=C1)SC1=CC(=C(CNC2=C(C=NC3=CC(=C(C=C23)F)OC)NCC(=O)OCC)C(=C1)F)F